[5-[1-[(2,4-dimethoxyphenyl)methylamino]-4-methylphthalazin-6-yl]-2-methoxy-3-methylphenyl]boronic acid COC1=C(C=CC(=C1)OC)CNC1=NN=C(C2=CC(=CC=C12)C=1C=C(C(=C(C1)B(O)O)OC)C)C